CN1C(C(=C(C2=CC=C(C=C12)N([C@H]1COCC1)C)N1CCC(CC1)C=1OC2=C(N1)C=C(C=C2)C)C(=O)N)=O |r| racemic-1-methyl-4-[4-(5-methyl-1,3-benzoxazol-2-yl)piperidin-1-yl]-7-[methyl(oxolan-3-yl)amino]-2-oxo-1,2-dihydroquinoline-3-carboxamide